1,4-bis[4-(6-acryloyloxyhexyloxy)benzoyl-oxy]-2-methylbenzene C(C=C)(=O)OCCCCCCOC1=CC=C(C(=O)OC2=C(C=C(C=C2)OC(C2=CC=C(C=C2)OCCCCCCOC(C=C)=O)=O)C)C=C1